1-{4-[(1R)-1-{[2-(Benzyloxy)Ethyl]Amino}Ethyl]-2,6-Dimethoxyphenyl}Ethan-1-One Hydrochloride Cl.C(C1=CC=CC=C1)OCCN[C@H](C)C1=CC(=C(C(=C1)OC)C(C)=O)OC